COC=1C=C(CNC=2C=3N=CN([C@H]4[C@H](O)[C@H](O)[C@@H](CSCC[C@H](N)C(=O)O)O4)C3N=CN2)C=C(C1)OC S-(N-(3,5-dimethoxybenzyl)adenosyl)-L-homocysteine